CS(=O)(=O)OCC1=C(C=CC(=C1)N1N=C(N=C1CNC(NCC=1N(N=C(N1)C)C1=CC(=C(C=C1)Cl)F)=O)C)Cl [2-chloro-5-(5-[[([[2-(4-chloro-3-fluorophenyl)-5-methyl-1,2,4-triazol-3-yl]methyl]carbamoyl)amino]methyl]-3-methyl-1,2,4-triazol-1-yl)phenyl]methyl methanesulfonate